FC1=C(C=CC=C1C(F)(F)F)CC(=O)NC=1C=NC(=C(C1)F)N1C=NC(=C1)C1CSCC1 2-(2-fluoro-3-(trifluoromethyl)phenyl)-N-(5-fluoro-6-(4-(tetrahydrothiophen-3-yl)-1H-imidazol-1-yl)pyridin-3-yl)acetamide